tert-butyl 6-[7-[2-[2-(2-aminoethoxy)ethoxy]-4-fluoro-phenyl]thieno[2,3-d]pyridazin-4-yl]-3,4-dihydro-1H-isoquinoline-2-carboxylate NCCOCCOC1=C(C=CC(=C1)F)C=1N=NC(=C2C1SC=C2)C=2C=C1CCN(CC1=CC2)C(=O)OC(C)(C)C